C(C)(C)(C)C=1C=C(C=C(C1O)C(C)(C)C)CCC(=O)O.C(C)(C)(C)C=1C=C(C=C(C1O)C(C)(C)C)CCC(=O)O.C=C.C=C diethylene bis[3-(3,5-di-tert-butyl-4-hydroxyphenyl) propionate]